ClC=1C=C(C=2N(C1)C=CN2)C21CCOCC1C2 6-chloro-8-{3-oxabicyclo[4.1.0]heptan-6-yl}imidazo[1,2-a]pyridine